2-(2,4-difluorophenyl)-1-(1H-1,2,4-triazol-1-yl)-3-(trimethylsilyl)propan-2-ol FC1=C(C=CC(=C1)F)C(CN1N=CN=C1)(C[Si](C)(C)C)O